2-(Trimethylsilyl)ethyl (4S,8S)-2-amino-4,7,8,9-tetrahydro-5H-4,8-epiminooxocino[5,4-d][1,3]thiazole-10-carboxylate NC=1SC2=C(N1)C[C@H]1COC[C@@H]2N1C(=O)OCC[Si](C)(C)C